OCC1CCN(CC1)C1=CC(=NC(=N1)C=1C=NC=CC1)N1C(CC2=CC=CC=C12)=O (6-(4-(hydroxymethyl)piperidin-1-yl)-2-(pyridin-3-yl)pyrimidin-4-yl)indolin-2-one